C(C)OC(=O)CN1C2=CC=CC=C2C=2C=CC=CC12 9-(ethoxycarbonylmethyl)carbazole